N-((1-methyl-1H-imidazol-5-yl)methyl)quinazoline-2-carboxamide CN1C=NC=C1CNC(=O)C1=NC2=CC=CC=C2C=N1